Dimethyl 3-methyl-9-oxo-7-(pyridin-2-ylmethyl)-2,4-di(thiazol-4-yl)-3,7-diazabicyclo[3.3.1]nonane-1,5-dicarboxylate CN1C(C2(CN(CC(C1C=1N=CSC1)(C2=O)C(=O)OC)CC2=NC=CC=C2)C(=O)OC)C=2N=CSC2